COCCC1=CCC(O1)(C)C 5-(2-methoxyethyl)-2,2-dimethyl-2H-furan